4-bromo-1-methyl-sulfonyl-2-(trifluoro-methyl)benzene BrC1=CC(=C(C=C1)S(=O)(=O)C)C(F)(F)F